1,1-Methanediamine C(N)N